FC1(CN(C1)C1=CC(=NC=C1)C(F)(F)F)CC(=O)N1CC=2N=C(N=C(C2C1)OC)C 2-(3-Fluoro-1-(2-(trifluoromethyl)pyridin-4-yl)azetidin-3-yl)-1-(4-methoxy-2-methyl-5,7-dihydro-6H-pyrrolo[3,4-d]pyrimidin-6-yl)ethan-1-one